methyl (S)-5-(1-aminoisoquinolin-7-yl)-3-(2-(2-ethoxy-2-oxoethyl) phenoxy)-2,3-dihydrospiro[indene-1,4'-piperidine]-1'-carboxylate NC1=NC=CC2=CC=C(C=C12)C=1C=C2[C@H](CC3(CCN(CC3)C(=O)OC)C2=CC1)OC1=C(C=CC=C1)CC(=O)OCC